(2S,5R)-benzyl 5-(1-bromo-8-((2,4-dimethoxybenzyl)amino)imidazo[1,5-a]pyrazin-3-yl)-2-((E)-3-methoxy-3-oxoprop-1-en-1-yl)-5-methylpiperidine-1-carboxylate BrC=1N=C(N2C1C(=NC=C2)NCC2=C(C=C(C=C2)OC)OC)[C@@]2(CC[C@H](N(C2)C(=O)OCC2=CC=CC=C2)\C=C\C(=O)OC)C